C(\C=C\C(=O)OCCCC)(=O)OCCCC dibutyl (E)-but-2-enedioate